C[C@H]1CCC(=NC1)C=1C=CC2=C(N=C(S2)C2CN(C2)C)C1 (S)-5-(5-methyl-3,4,5,6-tetrahydropyridin-2-yl)-2-(1-methylazetidin-3-yl)benzo[d]thiazole